sodium tris(difluoromalonate) phosphate P(=O)([O-])(O)O.FC(C(=O)O)(C(=O)O)F.FC(C(=O)O)(C(=O)O)F.FC(C(=O)O)(C(=O)O)F.[Na+]